[1-13C]L-cysteine N[C@@H](CS)[13C](=O)O